C1(C=CC2=CC=CC=C12)CCC(=O)O 3-(1-indenyl)-propionic acid